4-(difluoromethyl)-N-((1,6-dimethyl-1H-benzimidazol-7-yl)methyl)benzamide FC(C1=CC=C(C(=O)NCC2=C(C=CC3=C2N(C=N3)C)C)C=C1)F